C(C1=CC=CC=C1)OCCN1N=CC2=CC(=C(C=C12)C(=O)OC)[N+](=O)[O-] methyl 1-(2-(benzyloxy)ethyl)-5-nitro-1H-indazole-6-carboxylate